N[C@H](C(=O)NC1=NC=CC(=C1)CC1=C(C=NN1C)C)C1CCC(CC1)C (S)-2-amino-N-(4-((1,4-dimethyl-1H-pyrazol-5-yl)methyl)pyridin-2-yl)-2-((1r,4S)-4-methylcyclohexyl)acetamide